3-(5-amino-3-methyl-1-phenyl-1H-pyrazol-4-yl)-3-(5-hydroxy-1-phenyl-3-(trifluoromethyl)-1H-pyrazol-4-yl)-6-chloroindolin-2-one NC1=C(C(=NN1C1=CC=CC=C1)C)C1(C(NC2=CC(=CC=C12)Cl)=O)C=1C(=NN(C1O)C1=CC=CC=C1)C(F)(F)F